C(C=C)[Si](OCCOC)(OCCOC)OCCOC allyltris(methoxyethoxy)silane